bis(2,2,6,6-tetramethyl-4-piperidyl)diphenylmethane CC1(NC(CC(C1)C(C1=CC=CC=C1)(C1=CC=CC=C1)C1CC(NC(C1)(C)C)(C)C)(C)C)C